5-((1S,5R)-1-(5-(1-methylpiperidin-4-yl)-1,3,4-oxadiazol-2-yl)-5-(trifluoromethyl)-3-azabicyclo[3.1.0]hex-3-yl)-2-oxo-1,2-dihydroquinoline-8-carbonitrile CN1CCC(CC1)C1=NN=C(O1)[C@@]12CN(C[C@]2(C1)C(F)(F)F)C1=C2C=CC(NC2=C(C=C1)C#N)=O